CC1=C(CN2C=3N(C4=C(C2=O)CNCC4)C=CN3)C=CC=C1 4-(2-methylbenzyl)-6,7,8,9-tetrahydroimidazo[1,2-a]pyrido[3,4-e]pyrimidin-5(4H)-one